N-[3-chloro-4-[4-[2-(1-methylpiperazin-1-ium-1-yl)acetyl]piperazine-1-carbonyl]phenyl]-5-[4-(difluoromethoxy)-2,3-difluoro-phenyl]-1-methyl-imidazole-2-carboxamide ClC=1C=C(C=CC1C(=O)N1CCN(CC1)C(C[N+]1(CCNCC1)C)=O)NC(=O)C=1N(C(=CN1)C1=C(C(=C(C=C1)OC(F)F)F)F)C